2-((3-(4-fluorophenyl)-1,2,4-oxadiazol-5-yl)methyl)-6-(2-(2,2,2-trifluoroethoxy)pyrimidin-5-yl)pyridazine-3(2H)-one FC1=CC=C(C=C1)C1=NOC(=N1)CN1N=C(C=CC1=O)C=1C=NC(=NC1)OCC(F)(F)F